(5-chloro-2-((1-(cyanomethyl)-1H-pyrazol-4-yl)amino)pyrimidin-4-yl)benzoic acid ClC=1C(=NC(=NC1)NC=1C=NN(C1)CC#N)C1=C(C(=O)O)C=CC=C1